[Al+2].CC1=NC2=C(C=CC=C2C=C1)[O-].CC1=NC2=C(C=CC=C2C=C1)[O-] bis(2-methyl-8-quinolinolat) aluminum